C(CCC)C(CCOC(CCCCCCCN(CCCCCCCC(OCCC(CCCCC)CCCCC)=O)CCCNC1=C(C(C1=O)=O)NC)=O)CCCC.FC=1C=C2C=CC(=NC2=CC1)C1=NN(C(=C1)C1=CC=CC=C1)C1=CC=CC=C1 6-fluoro-2-(1,5-diphenyl-1H-pyrazol-3-yl)quinoline 3-butylheptyl-8-((3-((2-(methylamino)-3,4-dioxocyclobut-1-en-1-yl)amino)propyl)(8-oxo-8-((3-pentyloctyl)oxy)octyl)amino)octanoate